N-(4-bromo-3-{[(dimethylamino)methylidene]sulfamoyl}phenyl)-2-(2-chlorophenyl)acetamide BrC1=C(C=C(C=C1)NC(CC1=C(C=CC=C1)Cl)=O)S(N=CN(C)C)(=O)=O